CC(C)C[C@@H](C(=O)O)NC(=O)C1=C(C=C(C=C1)[NH2+]CC2=CN=CN2)C3=CC=CC4=CC=CC=C43 The molecule is an organic cation obtained by protonation of GGTI-2133 free base. It is an ammonium ion derivative and an organic cation. It is a conjugate acid of a GGTI-2133 free base.